ClC=1C=C(C(=NC1)CN1C(=NC(=C1)C=O)C1=CC=C(C=C1)C(F)(F)F)F 1-[(5-chloro-3-fluoro-2-pyridyl)methyl]-2-[4-(trifluoromethyl)phenyl]imidazole-4-carbaldehyde